C1(CC1)C(=O)N1CCC(C1)OCC1=NOC(=C1)C(F)(F)F (cyclopropanecarbonyl)-4-((5-(trifluoromethyl)isoxazol-3-yl)methoxy)pyrrolidin